F[B-](F)(F)F.C(CCCCC)N1C(=[N+](C=C1)C)C 1-hexyl-2,3-dimethyl-imidazolium tetrafluoroborate